NC1=NN2C(C(=CC(=C2)C=2C=NN(C2)C(C(C)C)C=2C=NC=C(C2)Cl)C(=O)N[C@@H](C)CC)=N1 2-Amino-N-[(2S)-butan-2-yl]-6-{1-[1-(5-chloropyridin-3-yl)-2-methylpropyl]-1H-pyrazol-4-yl}[1,2,4]triazolo[1,5-a]pyridine-8-carboxamide